1-[4-[5-ethylsulfanyl-6-[6-(trifluoromethyl)pyrazolo[4,3-c]pyridin-2-yl]-3-pyridyl]phenyl]cyclopropanecarbonitrile C(C)SC=1C=C(C=NC1N1N=C2C(C=NC(=C2)C(F)(F)F)=C1)C1=CC=C(C=C1)C1(CC1)C#N